4-[[4-[(E)-3-(3-Hydroxyphenyl)prop-2-enoyl]phenyl]sulfonylamino]benzoic acid OC=1C=C(C=CC1)/C=C/C(=O)C1=CC=C(C=C1)S(=O)(=O)NC1=CC=C(C(=O)O)C=C1